5α-hydroxy-6β-[3-(4-aminobutylamino)propylamino]-cholestan-3β-ol O[C@]12[C@@H](C[C@H]3[C@@H]4CC[C@H]([C@@H](CCCC(C)C)C)[C@]4(CC[C@@H]3[C@]2(CC[C@@H](C1)O)C)C)NCCCNCCCCN